(S)-N-(4-AMINO-3,4-DIOXO-1-PHENYLBUTAN-2-YL)-3-METHYL-1-(1-METHYL-1H-BENZO[D]IMIDAZOL-2-YL)-1H-PYRAZOLE-5-CARBOXAMIDE NC(C([C@H](CC1=CC=CC=C1)NC(=O)C1=CC(=NN1C1=NC2=C(N1C)C=CC=C2)C)=O)=O